N-((1-(5-fluoropyrimidin-2-yl)-1H-1,2,3-triazol-4-yl)methyl)thiophene-2-carboxamide FC=1C=NC(=NC1)N1N=NC(=C1)CNC(=O)C=1SC=CC1